FC1=C(C(=CC=C1)F)C1=CC=CC2=C1C(=NO2)N2C(N1C(=C2)[C@H]([C@H](C1)NS(=O)(=O)CC)C)=O |o1:22,23| rel-N-{(6R,7S)-2-[4-(2,6-difluorophenyl)-1,2-benzoxazol-3-yl]-7-methyl-3-oxo-2,5,6,7-tetrahydro-3H-pyrrolo[1,2-c]imidazol-6-yl}ethanesulfonamide